N1=CC(=C2N1CCCN2)C(=O)N 4,5,6,7-tetrahydropyrazolo[1,5-a]pyrimidine-3-carboxamide